C(C)C=1C=2N(C=C(N1)C)N=C(C2)C=2N=C1N(C(C2)=O)C=C(C=C1C)N1CCN(CC1)CC 2-(4-ethyl-6-methylpyrazolo[1,5-a]pyrazin-2-yl)-7-(4-ethylpiperazin-1-yl)-9-methyl-4H-pyrido[1,2-a]pyrimidin-4-one